COC(=O)N1CC(C1)C1=NC(=NO1)C1=CC(=C(C(=C1)NC(=O)C=1C=NN2C1C=CC(=C2)C(F)(F)F)C)F 3-(3-(3-fluoro-4-methyl-5-(6-(trifluoromethyl)pyrazolo[1,5-a]pyridine-3-carboxamido)phenyl)-1,2,4-oxadiazol-5-yl)azetidine-1-carboxylic acid methyl ester